7-((2S,5R)-2,5-diethyl-4-(1-(2-methylthiazolo[5,4-b]pyridin-5-yl)ethyl)piperazin-1-yl)-4-methyl-2-(tetrahydro-2H-pyran-2-yl)-2,4-dihydro-5H-pyrazolo[4,3-b]pyridin-5-one C(C)[C@@H]1N(C[C@H](N(C1)C(C)C1=CC=C2C(=N1)SC(=N2)C)CC)C=2C=1C(N(C(C2)=O)C)=CN(N1)C1OCCCC1